N1=CC=C(C=C1)C1=NN(C(=C1)N)COCC[Si](C)(C)C 3-(Pyridin-4-yl)-1-((2-(trimethylsilyl)ethoxy)methyl)-1H-pyrazol-5-amine